tert-butyl 7-((5-(4-hydroxypiperidin-1-yl) pyridin-2-yl) amino)-1-oxo-4-(trimethylstannyl)-1,3-dihydro-2H-pyrrolo[3,4-c]pyridine-2-carboxylate OC1CCN(CC1)C=1C=CC(=NC1)NC=1C2=C(C(=NC1)[Sn](C)(C)C)CN(C2=O)C(=O)OC(C)(C)C